OC1=C(OC=CC1=O)CC=C 3-Hydroxy-2-(2-propen-1-yl)-4H-pyran-4-one